benzyl 3-(4-chlorophenyl)-3-(4-(trifluoromethoxy)benzamido)pyrrolidine-1-carboxylate ClC1=CC=C(C=C1)C1(CN(CC1)C(=O)OCC1=CC=CC=C1)NC(C1=CC=C(C=C1)OC(F)(F)F)=O